1,2-ethylene brassylate C1(CCCCCCCCCCCC(=O)OCCO1)=O